(±)-cis-3-(isoquinolin-5-yloxy)-4-phenylpyrrolidine-1-carboxylic acid tert-butyl ester C(C)(C)(C)OC(=O)N1C[C@H]([C@H](C1)C1=CC=CC=C1)OC1=C2C=CN=CC2=CC=C1 |r|